ClC=1C=NC(=C(C(=O)NC2CCC(CC2)CN2C(N(C3=C2C=CC=C3)C3=CC=2N(C=C3)C=NC2)=O)C1)C(F)F 5-chloro-2-(difluoromethyl)-N-((1r,4r)-4-((3-(imidazo[1,5-a]pyridin-7-yl)-2-oxo-2,3-dihydro-1H-benzo[d]imidazol-1-yl)methyl)cyclohexyl)nicotinamide